COC(C1=C(C(=C(C=C1)Br)Cl)CBr)=O bromo-2-(bromomethyl)-3-chlorobenzoic acid methyl ester